(R or S)-N-(3-(ethoxy-methyl)-3-(4-fluoro-phenethyl)pyrrolidin-1-yl)pyridin-3-amine C(C)OC[C@]1(CN(CC1)NC=1C=NC=CC1)CCC1=CC=C(C=C1)F |o1:4|